O=C1NCC2=CC(=CC=C12)N1CCN(CC1)CC1CCNCC1 1-oxo-5-(4-(piperidin-4-ylmethyl)piperazin-1-yl)isoindolin